ethyl 2-(((benzyloxy) amino) methyl)-5-ethoxy-4-iodobenzoate C(C1=CC=CC=C1)ONCC1=C(C(=O)OCC)C=C(C(=C1)I)OCC